C(C1=CC=CC=C1)OCC1CN(C1)N1C(N(C2=C1C=CC=C2)C)=O (3-((benzyloxy)methyl)azetidin-1-yl)-1-methyl-1,3-dihydro-2H-benzo[d]imidazol-2-one